methyl ((S)-2-((3-cyano-5-fluorobenzyl)oxy)-3-(hexadecyloxy)propyl) hydrogen phosphate P(=O)(OC)(OC[C@H](COCCCCCCCCCCCCCCCC)OCC1=CC(=CC(=C1)F)C#N)O